BrC1=C2C3=C(NC2=CC=C1)C(NC=C3)=O 5-bromo-2,9-dihydropyrido[3,4-b]indol-1-one